4-(4-methylpiperazin-1-yl)pyrimidin-2-amine CN1CCN(CC1)C1=NC(=NC=C1)N